3-((3-exo)-3-((2-((5-methyl-1H-pyrazol-3-yl)amino)pyrido[2,3-d]pyrimidin-4-yl)amino)-8-azabicyclo[3.2.1]oct-8-yl)propionitrile CC1=CC(=NN1)NC=1N=C(C2=C(N1)N=CC=C2)NC2CC1CCC(C2)N1CCC#N